octachlorotrisilane Cl[Si]([Si]([Si](Cl)(Cl)Cl)(Cl)Cl)(Cl)Cl